pyridine iron trichloride [Fe](Cl)(Cl)Cl.N1=CC=CC=C1